C(CCCCCCCCCC=CCCCCCCCC)(=O)OCCCCCCCCCCCCCCCCCCCCCCCCCCCCCCCCCCC(C)C 35-methylhexatriacontyl eicos-11-enoate